BrC1=CC2=C(C3=CC=CC=C3C(=C2C=C1)OCCC)OCCC 2-bromo-9,10-dipropyloxyanthracene